2-amino-5-methyl-3H-imidazo[4,5-c]pyridin-4-one NC1=NC2=C(C(N(C=C2)C)=O)N1